C(C)(=O)O[C@@H]1[C@H](O[C@H]([C@@H]([C@H]1OC(C)=O)OC(C)=O)OC1=C(C=CC2=C1C[C@H]1CCCN([C@@H]1C2)CCC)OCC2=CC=CC=C2)COC(C)=O (2R,3R,4S,5R,6S)-2-(acetoxymethyl)-6-(((4aR,10aR)-7-(benzyloxy)-1-propyl-1,2,3,4,4a,5,10,10a-octahydrobenzo[g]quinolin-6-yl)oxy)tetrahydro-2H-pyran-3,4,5-triyl triacetate